Tert-butyl 3-((((S)-4-methyl-1-oxo-1-(((S)-1-oxo-3-((R)-2-oxopyrrolidin-3-yl)propan-2-yl)amino)pentan-2-yl)carbamoyl)oxy)azetidine-1-carboxylate CC(C[C@@H](C(N[C@H](C=O)C[C@@H]1C(NCC1)=O)=O)NC(=O)OC1CN(C1)C(=O)OC(C)(C)C)C